5-fluoro-4-methyl-6-oxo-1,6-dihydropyrimidine FC1=C(N=CNC1=O)C